N-(cyclopropylmethyl)-1-[6-[[4-(1H-indazol-4-yl)triazol-1-yl]methyl]-1H-indol-2-yl]methylamine C1(CC1)CNCC=1NC2=CC(=CC=C2C1)CN1N=NC(=C1)C1=C2C=NNC2=CC=C1